C(C)(C)(C)C1=C(CO)C(=CC=C1)C(C)(C)C 2,6-di-tert-butyl-hydroxyltoluene